4-((3-chlorobenzyl)amino)-6-(3,5-dimethylisoxazol-4-yl)-N-(2-methylpyridin-4-yl)quinazoline-2-carboxamide ClC=1C=C(CNC2=NC(=NC3=CC=C(C=C23)C=2C(=NOC2C)C)C(=O)NC2=CC(=NC=C2)C)C=CC1